N-((7R)-2-Cyano-2-azabicyclo[2.2.1]heptan-7-yl)-4-(3-(phenylamino)pyridin-4-yl)benzamid C(#N)N1C2CCC(C1)[C@H]2NC(C2=CC=C(C=C2)C2=C(C=NC=C2)NC2=CC=CC=C2)=O